BrC1=CC=C(O[C@H](C(=O)OC)C)C=C1 methyl (2S)-2-(4-bromophenoxy)propanoate